1-(pyridin-2-yl)-N-({5-[5-(trifluoromethyl)-1,2,4-oxadiazol-3-yl]pyridin-2-yl}methyl)piperidin-4-amine N1=C(C=CC=C1)N1CCC(CC1)NCC1=NC=C(C=C1)C1=NOC(=N1)C(F)(F)F